5-ethynyl-6-fluoro-4-(1-fluoro-5-(hydroxymethyl)-13,14-dimethyl-5a,6,7,8,9,10-hexahydro-5H-6,9-epiminoazepino[2',1':3,4][1,4]oxazepino[5,6,7-ij][2,7]naphthyridin-2-yl)naphthalen-2-ol C(#C)C1=C2C(=CC(=CC2=CC=C1F)O)C=1N=C2C3=C(N=C(C(=C3C1F)C)C)N1C(C(O2)CO)C2CCC(C1)N2